2-[4'-(2-acetoxyethoxy)spiro[1,3-dioxane-2,9'-thioxanthene]-3'-yl]oxyethyl acetate C(C)(=O)OCCOC=1C=CC=2C3(C4=CC=CC=C4SC2C1OCCOC(C)=O)OCCCO3